NC1CCC(CC1)CN1C(=CC2=C(C(=CC=C12)CN1CCC2(CN(C2)C2=NC=NC3=CC=C(C=C23)CC(F)(F)F)CC1)C)C#N 1-[(4-aminocyclohexyl)methyl]-4-methyl-5-[[2-[6-(2,2,2-trifluoroethyl)quinazolin-4-yl]-2,7-diazaspiro[3.5]nonan-7-yl]methyl]indole-2-carbonitrile